FC(CN1N=CC=2C1=NC(=CN2)N2CC1(CCC2)CCN(CC1)C=1C=NC=C(C1)C(F)(F)F)F 2-[1-(2,2-difluoroethyl)-1H-pyrazolo[3,4-b]pyrazin-6-yl]-9-[5-(trifluoromethyl)pyridin-3-yl]-2,9-diazaspiro[5.5]undecane